BrC1=CC=C(C=C1)[C@@H]1[C@H]([C@@H](C[C@@H](C1)COC)CO)C(=O)OCC1=CC=CC=C1 |&1:11| rac-benzyl (1R,2S,6R)-2-(4-bromophenyl)-6-(hydroxymethyl)-4-(methoxymethyl)cyclohexane-1-carboxylate